5-(ethylsulfonyl)-2-((tritylamino)methyl)benzamide C(C)S(=O)(=O)C=1C=CC(=C(C(=O)N)C1)CNC(C1=CC=CC=C1)(C1=CC=CC=C1)C1=CC=CC=C1